5-Bromo-4-methyl-1-(trideuteriomethyl)indazole BrC=1C(=C2C=NN(C2=CC1)C([2H])([2H])[2H])C